C(N)(=O)C1=CC(=NC2=C1N=CN=C2N[C@@H]2CN(CCC2)C(=O)OC(C)(C)C)C=2C(=NC=CC2)C(F)(F)F tert-butyl (3S)-3-({8-carbamoyl-6-[2-(trifluoromethyl)pyridin-3-yl]pyrido[3,2-d]pyrimidin-4-yl}amino)piperidine-1-carboxylate